(S)-quinuclidin-3-yl (5-(2,3-difluorophenyl)-2,2-dimethyl-2,3-dihydro-1H-inden-1-yl)carbamate FC1=C(C=CC=C1F)C=1C=C2CC(C(C2=CC1)NC(O[C@@H]1CN2CCC1CC2)=O)(C)C